2-(N,N-diphenyl-4-aminophenyl)-5-(4-nitrophenyl)thiazolo[5,4-d]thiazole C1(=CC=CC=C1)N(C1=CC=C(C=C1)C=1SC=2N=C(SC2N1)C1=CC=C(C=C1)[N+](=O)[O-])C1=CC=CC=C1